FC=1C=C(C=C(C1)C1=CC=CC=C1)C[C@@H]1C=2C(N(C=NC2CC[C@@H]1NS(=O)(=O)C)C(C)C)=O |o1:14,23| rel-N-[(5R,6S)-5-[(5-fluoro[1,1'-biphenyl]-3-yl)methyl]-4-oxo-3-(propan-2-yl)-3,4,5,6,7,8-hexahydroquinazolin-6-yl]methanesulfonamide